F[C@@H]1[C@H]2CCC[C@@H](C[C@@H]1OC1=CC=C(N=N1)C1=C(C=C3C=CN=CC3=C1)O)N2 7-(6-(((1R,2R,3S,5S)-2-fluoro-9-azabicyclo[3.3.1]non-3-yl)oxy)pyridazin-3-yl)isoquinolin-6-ol